C[NH+]1CC[C@]23[C@@H]4C(=CC=C2[C@H]1CC5=C3C(=C(C=C5)OC)O4)OC The molecule is the trialkylammonium ion resulting from the protonation of the amino group of thebaine. It is a conjugate acid of a thebaine.